ClC=1N=C(N2C1C(=CC(=C2)S(=O)(=O)NC2(COC2)C)N2C[C@@H](N[C@H](C2)C)C)C=2SC(=NN2)C(F)F 1-chloro-3-(5-(difluoromethyl)-1,3,4-thiadiazol-2-yl)-8-((3S,5S)-3,5-dimethylpiperazin-1-yl)-N-(3-methyloxetan-3-yl)imidazo[1,5-a]pyridine-6-sulfonamide